O1CCN(CCC1)C(CC=1C(OC2=C(C1C)C=C(C(=C2C=O)O)OC)=O)=O 3-(2-(1,4-oxaazepan-4-yl)-2-oxoethyl)-7-hydroxy-6-methoxy-4-methyl-2-oxo-2H-benzopyran-8-carbaldehyde